NC1C(=C(CCCCCCCC1)N)N triaminocycloundecene